2-(2-methoxyphenyl)benzoxazoline COC1=C(C=CC=C1)C=1OC2=C(N1)C=CC=C2